2-chloro-N-(3-chloro-4-(4-chlorophenoxy)phenyl)acetamide ClCC(=O)NC1=CC(=C(C=C1)OC1=CC=C(C=C1)Cl)Cl